acetoxy-1,1,2,2-tetrafluorobutane-1-sulfonate C(C)(=O)OC(C(C(S(=O)(=O)[O-])(F)F)(F)F)C